tert-butyl 8-[3-[2-(4-benzyloxycarbonylpiperazin-1-yl)ethoxy]-2-fluoro-phenyl]-3,8-diazabicyclo[3.2.1]octane-3-carboxylate C(C1=CC=CC=C1)OC(=O)N1CCN(CC1)CCOC=1C(=C(C=CC1)N1C2CN(CC1CC2)C(=O)OC(C)(C)C)F